N1N=CC(=C1)CNC(=O)NC1CC2(CN(C2)C(C2=CC=C(C=C2)C)=O)C1 1-((1H-pyrazol-4-yl)methyl)-3-(2-(4-methylbenzoyl)-2-azaspiro[3.3]hept-6-yl)urea